N-methyl-3-[(1-methylazetidin-3-yl)oxy]benzamide CNC(C1=CC(=CC=C1)OC1CN(C1)C)=O